4-[4-[[3-Ethoxy-5-(5-hydroxypyridin-3-yl)phenyl]methyl]piperazin-1-yl]-N-[4-(2-phenylsulfanylethylamino)-3-(trifluoromethyl)phenyl]sulfonylbenzamide C(C)OC=1C=C(C=C(C1)C=1C=NC=C(C1)O)CN1CCN(CC1)C1=CC=C(C(=O)NS(=O)(=O)C2=CC(=C(C=C2)NCCSC2=CC=CC=C2)C(F)(F)F)C=C1